1-(diphenylphosphoryl)isoquinoline-4-carbonitrile C1(=CC=CC=C1)P(=O)(C1=CC=CC=C1)C1=NC=C(C2=CC=CC=C12)C#N